(R)-6-(1-amino-8-azaspiro[4.5]dec-8-yl)-3-(2,3-dichlorophenyl)pyrazin-2-ol N[C@@H]1CCCC12CCN(CC2)C2=CN=C(C(=N2)O)C2=C(C(=CC=C2)Cl)Cl